Tri-p-cresyl phosphate CC1=CC=C(C=C1)OP(=O)(OC2=CC=C(C=C2)C)OC3=CC=C(C=C3)C